OC1=C(C=CC(=C1O)OC)C1CC(NC=2N=CNC(C21)=O)=O 5-(2,3-dihydroxy-4-methoxyphenyl)-5,6-dihydropyrido[2,3-d]pyrimidine-4,7(3h,8h)-dione